Cl.S1C=NC2=C1C=CC(=C2)NC2=CC=NC=1C=C3C(=CC21)S(C(C3=O)(C)C)(=O)=O 8-(benzo[d]thiazol-5-ylamino)-2,2-dimethylthieno[2,3-g]quinolin-3(2H)-one 1,1-dioxide hydrochloride